7-amino-3-isopropyl-2-methyl-5-(methylsulfonyl)pyrazolo[1,5-a]pyrimidine-6-carbonitrile NC1=C(C(=NC=2N1N=C(C2C(C)C)C)S(=O)(=O)C)C#N